NC1=NN(C(=C1NC)N)C 3,5-diamino-1-methyl-4-methylaminopyrazole